2-Ethyl-4-methyl-6-butylphenol C(C)C1=C(C(=CC(=C1)C)CCCC)O